3-(6-Methoxyimidazo[1,2-b]pyridazin-3-yl)propionic acid COC=1C=CC=2N(N1)C(=CN2)CCC(=O)O